3-[6-[4-[(4-aminocyclohexyl)methyl]piperazin-1-yl]-1-methyl-indazol-3-yl]piperidine-2,6-dione NC1CCC(CC1)CN1CCN(CC1)C1=CC=C2C(=NN(C2=C1)C)C1C(NC(CC1)=O)=O